(R)-2-amino-N-(4-(trifluoromethoxy)phenyl)-6-(3-hydroxypyrrolidin-1-yl)-5-(1H-pyrazol-3-yl)nicotinamide NC1=C(C(=O)NC2=CC=C(C=C2)OC(F)(F)F)C=C(C(=N1)N1C[C@@H](CC1)O)C1=NNC=C1